COC(=O)C1C2CCC(C1N)CC2 (+/-)-3-Aminobicyclo[2.2.2]octane-2-carboxylic acid methyl ester